ethyl 5-(2-hydroxy ethoxy)-4-(methoxymethyl)-9H-pyrido[3,4-b]indole-3-carboxylate OCCOC1=C2C3=C(NC2=CC=C1)C=NC(=C3COC)C(=O)OCC